methyl 2-hydroxy-3-methoxy-benzoate OC1=C(C(=O)OC)C=CC=C1OC